1-((8-(aminomethyl)-6-cyclopropylimidazo[1,2-a]pyridin-2-yl)methyl)-N-(2-fluoro-3-methoxy-6-(1H-tetrazol-1-yl)benzyl)-1H-1,2,3-triazole-4-carboxamide NCC=1C=2N(C=C(C1)C1CC1)C=C(N2)CN2N=NC(=C2)C(=O)NCC2=C(C(=CC=C2N2N=NN=C2)OC)F